N-(2'-cyano-2-methylbiphenyl-3-yl)-4,5,6,7-tetrahydro[1,3]thiazolo[5,4-c]pyridine-2-carboxamide C(#N)C1=C(C=CC=C1)C1=C(C(=CC=C1)NC(=O)C=1SC=2CNCCC2N1)C